The molecule is a nonaprenol that is hexatriaconta-2,6,10,14,18,22,26,30,34-nonaen-1-ol substituted by 9 methyl groups at positions 3, 7, 11, 15, 19, 23, 27, 31 and 35 (the all-trans0stereoisomer). It has a role as a plant metabolite. It is a nonaprenol and a primary alcohol. CC(=CCC/C(=C/CC/C(=C/CC/C(=C/CC/C(=C/CC/C(=C/CC/C(=C/CC/C(=C/CC/C(=C/CO)/C)/C)/C)/C)/C)/C)/C)/C)C